1,5-Bis(trimethoxysilyl)pentane CO[Si](CCCCC[Si](OC)(OC)OC)(OC)OC